IC1=CN=C2N1C=C(C=C2)C2=NOC(N2)=O 3-(3-iodoimidazo[1,2-a]pyridin-6-yl)-4H-1,2,4-oxadiazol-5-one